NC=1C=2N(C3=CC(=C(C=C3N1)F)C(=O)N(C1C3=C(SC1)C=C(C=C3)C(F)(F)F)C)C=NC2 4-amino-7-fluoro-N-methyl-N-(6-(trifluoro-methyl)-2,3-dihydrobenzo[b]thiophen-3-yl)imidazo[1,5-a]quinoxaline-8-carboxamide